OC(COC1=CC=C(C=C1)[IH+])CCCCCCCCCCCC 4-(2-hydroxytetradecyloxy)phenyl-iodonium